3-(1-oxo-6-((5-(4-(quinoxalin-2-yl)-1H-pyrazol-1-yl)pentyl)amino)isoindolin-2-yl)piperidine-2,6-dione O=C1N(CC2=CC=C(C=C12)NCCCCCN1N=CC(=C1)C1=NC2=CC=CC=C2N=C1)C1C(NC(CC1)=O)=O